BrCC=1C=C(OC1C)S(=O)(=O)NC(=O)NC1=C2CCCC2=C(C=2CCCC12)Cl 1-[4-(bromomethyl)-5-methylfuran-2-ylsulfonyl]-3-(8-chloro-1,2,3,5,6,7-hexahydro-s-indacen-4-yl)urea